FC=1C=C(C=NC1)C1CCN2C(N=CC3=CC(=CC(=C23)S1)C(F)(F)F)=O (5-fluoropyridin-3-yl)-10-(trifluoromethyl)-3,4-dihydro-2H,6H-[1,4]thiazepino[2,3,4-ii]quinazolin-6-one